(R)-(7-((tert-butyldimethylsilyl)oxy)-2-oxa-5-azaspiro[3.4]octan-5-yl)(2'-methyl-[1,1'-biphenyl]-4-yl)methanone [Si](C)(C)(C(C)(C)C)O[C@H]1CN(C2(COC2)C1)C(=O)C1=CC=C(C=C1)C1=C(C=CC=C1)C